11-azido-3,6,9-trioxaundecane-1-amine (-)-dibenzoyl-L-tartrate C(C1=CC=CC=C1)(=O)[C@]([C@](C(=O)O)(O)C(C1=CC=CC=C1)=O)(O)C(=O)O.N(=[N+]=[N-])CCOCCOCCOCCN